FC1=NC=C(C=C1B(O)O)F 2,5-DIFLUOROPYRIDINE-3-BORONIC ACID